n-heptyl-1H-benzo[D]imidazole-2-formamide C(CCCCCC)N1C(=NC2=C1C=CC=C2)C(=O)N